5-(4-(((2s,6r)-6-((cyclopropylsulfonyl)methyl)-6-methyl-1,4-dioxan-2-yl)methoxy)phenyl)-2-oxo-6-(trifluoromethyl)-1,2-dihydropyridine-3-carboxamide C1(CC1)S(=O)(=O)C[C@]1(COC[C@H](O1)COC1=CC=C(C=C1)C=1C=C(C(NC1C(F)(F)F)=O)C(=O)N)C